(2S)-2-amino-6-[[4-[[3-(2,3-difluoro-4-methoxyphenyl)imidazo[1,2-a]pyrazin-8-yl]amino]-2-ethylbenzoyl]amino]hexanoic acid N[C@H](C(=O)O)CCCCNC(C1=C(C=C(C=C1)NC=1C=2N(C=CN1)C(=CN2)C2=C(C(=C(C=C2)OC)F)F)CC)=O